CC1=CN(C2=NC=C(C=C21)NC(C=CC)=O)CC2=CC=C(C=C2)C(F)(F)F N-(3-methyl-1-(4-(trifluoromethyl)benzyl)-1H-pyrrolo[2,3-b]pyridin-5-yl)but-2-enamide